ClC=1C=C(C=CC1C(=O)N1CCN(CC1)C(C[C@H]1CNCC1)=O)NC(=O)C=1N(C(=CN1)C=1C(=NC(=C(C1)F)N(C)C)F)C N-[3-chloro-4-[4-[2-[(3S)-pyrrolidin-3-yl]acetyl]piperazine-1-carbonyl]phenyl]-5-[6-(dimethylamino)-2,5-difluoro-3-pyridyl]-1-methyl-imidazole-2-carboxamide